N-methyl-6-[(3R)-3-methyl-1,2,3,4-tetrahydroisoquinoline-2-carbonyl]-2,3-dihydro-1H-isoindole-2-carboxylic acid amide CNC(=O)N1CC2=CC(=CC=C2C1)C(=O)N1CC2=CC=CC=C2C[C@H]1C